2-methylpropyl N-[(1-{4-[4-({[3-(trifluoromethoxy)phenyl]methyl} carbamoyl)-1H-1,2,3-triazol-1-yl]butyl}-1H-1,2,3-triazol-4-yl)methyl]carbamate FC(OC=1C=C(C=CC1)CNC(=O)C=1N=NN(C1)CCCCN1N=NC(=C1)CNC(OCC(C)C)=O)(F)F